3-[5-(4-fluorophenyl)-6-isopropyl-1H-pyrrolo[2,3-f]indazol-7-yl]propanoic acid FC1=CC=C(C=C1)N1C(=C(C2=C1C=C1C=NNC1=C2)CCC(=O)O)C(C)C